CN1N=CC2=CC(=C(C=C12)OC1=CC=C(C=C1)OCCOC1C[C@H]2CC[C@@H](C1)N2C)C(=O)N 1-methyl-6-[4-[2-[[(1R,5S)-8-methyl-8-azabicyclo[3.2.1]octan-3-yl]oxy]ethoxy]phenoxy]indazole-5-carboxamide